COC=1C(=C2C=CNC2=C(C1)C)CN1[C@@H](C[C@@H](CC1)OC1COC1)C1=CC=C(C(=O)O)C=C1 4-((2S,4R)-1-((5-methoxy-7-methyl-1H-indol-4-yl)methyl)-4-(oxetan-3-yloxy)piperidin-2-yl)benzoic acid